Cl.NC1CCN(CC1)C1=C(C(=C(C(=N1)C)C1=CC(=C(OCCCCCCC(=O)NO)C=C1)O)C1=CC(=C(C=C1)C#N)F)C#N 7-(4-(6-(4-Aminopiperidin-1-yl)-5-cyano-4-(4-cyano-3-fluorophenyl)-2-methylpyridin-3-yl)-2-hydroxyphenoxy)-N-hydroxyheptanamide hydrochloride